N-(2,6-dimethyl-4-(4,4,5,5-tetramethyl-1,3,2-dioxaborolan-2-yl)benzyl)-3-methyloxetan-3-amine CC1=C(CNC2(COC2)C)C(=CC(=C1)B1OC(C(O1)(C)C)(C)C)C